(1R,5R,6R)-3-azabicyclo[3.2.1]octan-6-ol HCl salt Cl.[C@H]12CNC[C@H]([C@@H](C1)O)C2